3-phenylpropyl (E)-3-(3,5-dihydroxyphenyl)acrylate OC=1C=C(C=C(C1)O)/C=C/C(=O)OCCCC1=CC=CC=C1